(S)-2-(methylamino)-3-(pyrimidin-2-yl)propanoic acid CN[C@H](C(=O)O)CC1=NC=CC=N1